N-(1-cyanocyclopropyl)-4-(1-isobutyryl-1,2,3,6-tetrahydropyridin-4-yl)-9H-pyrido[2,3-b]Indole-7-sulfonamide C(#N)C1(CC1)NS(=O)(=O)C1=CC=C2C3=C(NC2=C1)N=CC=C3C=3CCN(CC3)C(C(C)C)=O